ClC=1C(N(C(=CC1[C@@H]1[C@H](C1)C1=CC=C(C=C1)F)C)C1=CC(=NC=C1C)C1=C(C2=C(NC(O2)=O)C=C1)F)=O 6-(3-chloro-4-((1S,2S)-2-(4-fluorophenyl)cyclopropyl)-5',6-dimethyl-2-oxo-2H-[1,4'-bipyridin]-2'-yl)-7-fluorobenzo[d]oxazol-2(3H)-one